C(C(C)C)OC1=C(C(=CC=C1C1CCN(CC1)C)N)N 3-isobutoxy-4-(1-methylpiperidin-4-yl)benzene-1,2-diamine